BrC1=CC2=C(C(=N1)NC=1C(=C(C(=C(C(=O)NC(C)C)C1)Cl)F)F)N(C=N2)C(C)C 5-((6-bromo-3-isopropyl-3H-imidazo[4,5-c]pyridin-4-yl)amino)-2-chloro-3,4-difluoro-N-isopropylbenzamide